C(C)(C)(C)OC(=O)N[C@H]1CC=C[C@@H]2N(C1=O)[C@@H](CC2)C(=O)OC methyl (3S,6S,9aR)-6-((tert-butoxycarbonyl)amino)-5-oxo-2,3,5,6,7,9a-hexahydro-1H-pyrrolo[1,2-a]azepine-3-carboxylate